C(CCC)NC(=O)NCCCCCCCC N-butyl-N'-octylurea